BrC1=C(N=CN1CC(=O)NC1=CC=NC=C1)C1=CC=C(C=C1)Cl 2-[5-Bromo-4-(4-chlorophenyl)imidazol-1-yl]-N-(4-pyridinyl)acetamide